The molecule is a member of the class of (trifluoromethyl)benzenes that is p-cresol in which the methyl group is perfluorinated. It is a metabolite of the drug fluoxetine. It has a role as a marine xenobiotic metabolite and a drug metabolite. It is a member of phenols and a member of (trifluoromethyl)benzenes. It derives from a (trifluoromethyl)benzene and a p-cresol. C1=CC(=CC=C1C(F)(F)F)O